ClC=1N=C(C=2N(C1)N=CC2)O[C@@]2([C@@H]1CCN([C@@H]1C2)C(=O)OC(C)(C)C)C |r| rac-tert-butyl (1R,5R,6S)-6-(6-chloropyrazolo[1,5-a]pyrazin-4-yl)oxy-6-methyl-2-azabicyclo[3.2.0]heptane-2-carboxylate